3-(7-methoxy-1-methyl-1H-benzo[d][1,2,3]triazol-5-yl)propionic acid COC1=CC(=CC2=C1N(N=N2)C)CCC(=O)O